2-hydroxy-3-isopropoxybenzamide tert-Butyl-2-(5-chloro-2-((4-oxo-2-thioxo-2,3,4,5-tetrahydro-1H-pyrrolo[3,2-d]pyrimidin-1-yl)methyl)phenyl)pyrrolidine-1-carboxylate C(C)(C)(C)OC(=O)N1C(CCC1)C1=C(C=CC(=C1)Cl)CN1C(NC(C2=C1C=CN2)=O)=S.OC2=C(C(=O)N)C=CC=C2OC(C)C